1-[2-[4-[5-chloro-1-(4-fluorophenyl)-indol-3-yl]-1-piperidyl]ethyl]imidazolidin ClC=1C=C2C(=CN(C2=CC1)C1=CC=C(C=C1)F)C1CCN(CC1)CCN1CNCC1